2-[4-(dimethylamino)phenyl]ethane CN(C1=CC=C(C=C1)CC)C